BrC=1C=C(C=CC1)NC(=O)C1(COC1)C N-(3-bromophenyl)-3-methyl-oxetane-3-carboxamide